ethyl 1,3-oxazole-5-carboxylate O1C=NC=C1C(=O)OCC